C(C)(C)(C)OC(=O)N1C=CC2=C(C(=CC(=C12)C)OC)CN1[C@@H](CC(CC1)(O)C1CC1)C1=CC=C(C=C1)C(=O)OC 4-{[(2S)-4-cyclopropyl-4-hydroxyl-2-(4-(methoxycarbonyl)phenyl)piperidin-1-yl]methyl}-5-methoxy-7-Methyl-1H-indole-1-carboxylic acid tert-butyl ester